4-[3-(aminothiocarbamoyl)-2-fluoro-phenyl]piperidine-1-carboxylic acid tert-butyl ester C(C)(C)(C)OC(=O)N1CCC(CC1)C1=C(C(=CC=C1)C(NN)=S)F